5-amino-2-bromo-N,N-dimethyl-benzenesulfonamide NC=1C=CC(=C(C1)S(=O)(=O)N(C)C)Br